14-Tricosenoic acid C(CCCCCCCCCCCCC=CCCCCCCCC)(=O)O